4-[(3-chloro-5-iodo-1H-pyrazol-1-yl)-methyl]-1-ethyl-1H-1,2,3-triazole ClC1=NN(C(=C1)I)CC=1N=NN(C1)CC